1-[(1S)-1-(2-pyrimidin-2-yl-1,2,4-triazol-3-yl)ethyl]-3-(2,3,4-trichlorophenyl)urea N1=C(N=CC=C1)N1N=CN=C1[C@H](C)NC(=O)NC1=C(C(=C(C=C1)Cl)Cl)Cl